O=C1NC(CC[C@H]1N1C(C2=C(C=C(C=C2C1)N1CCN(CC1)C1CC(C1)OC1CCN(CC1)C(=O)OC(C)(C)C)C)=O)=O tert-butyl 4-[(1r,3r)-3-{4-[2-(2,6-dioxopiperidin-3-yl)-7-methyl-1-oxo-3H-isoindol-5-yl]piperazin-1-yl}cyclobutoxy]piperidine-1-carboxylate